O=C1NC(C(N1)NC(=O)N)=O N-(2,5-Dioxoimidazolidin-4-yl)urea